N-((1-(6-(6-(difluoromethyl)imidazo[1,2-b]pyridazin-3-yl)pyrimidin-4-yl)-2-methylpiperidin-3-yl)methyl)methanesulfonamide FC(C=1C=CC=2N(N1)C(=CN2)C2=CC(=NC=N2)N2C(C(CCC2)CNS(=O)(=O)C)C)F